C(#N)C=1C=C2C(=NC1OC1CC3(CC(C3)NC(OCC3=CC=CC=C3)=O)C1)N(N=C2)C benzyl ((2S,4s,6S)-6-((5-cyano-1-methyl-1H-pyrazolo[3,4-b]pyridin-6-yl)oxy)spiro[3.3]heptan-2-yl)carbamate